(Z,Z,Z,Z,Z)-3,6,9,12,15-Pentacosapentaene CC\C=C/C\C=C/C\C=C/C\C=C/C\C=C/CCCCCCCCC